ClC1=C(C=CC=C1Cl)N1CCN(CC1)CCC1CC(C1)NS(=O)(=O)N(C)C N-(3-(2-(4-(2,3-dichlorophenyl)piperazin-1-yl)ethyl)cyclobutyl)dimethylaminosulfonamide